[N+](=O)([O-])C=1C(=NC=C(C1)[N+](=O)[O-])NC1=C(C=C(C=C1[N+](=O)[O-])[N+](=O)[O-])[N+](=O)[O-] 3,5-Dinitro-N-(2,4,6-trinitrophenyl)pyridin-2-amine